(4'-fluoro-3,4,5,6-tetrahydro-[1,1'-biphenyl]-2-yl)methanone tert-butyl-6-(3-iodo-5-methyl-1H-pyrazol-1-yl)-2-azaspiro[3.3]Heptane-2-carboxylate C(C)(C)(C)OC(=O)N1CC2(C1)CC(C2)N2N=C(C=C2C)I.FC2=CC=C(C=C2)C2=C(CCCC2)C=O